6-(4-methoxyphenyl)-2-phenethylpyridazin-3(2H)-one COC1=CC=C(C=C1)C=1C=CC(N(N1)CCC1=CC=CC=C1)=O